C(C(C)CC(C#CC(CC(C)C[2H])C[2H])C[2H])[2H] 2,4,7,9-tetramethyl-d-decyne